(6aR,10aR)-6,6,9-trimethyl-3-propyl-6a,7,8,10a-tetrahydrobenzo[c]chromen-1-ol CC1(OC=2C=C(C=C(C2[C@H]2[C@H]1CCC(=C2)C)O)CCC)C